Cis-5-fluoro-6-[(5-methyl-1H-pyrazol-3-yl)amino]-2-(methyl-[5-hydroxyadamantan-2-yl]amino)pyrimidine-4-carboxylic acid ethyl ester C(C)OC(=O)C1=NC(=NC(=C1F)NC1=NNC(=C1)C)N(C1C2CC3CC(CC1C3)(C2)O)C